FC1=CC=C(C2=C1N=C(O2)S)F 4,7-difluorobenzo[d]oxazole-2-thiol